5,6-difluoro-4-methoxy-2-(2-(methoxymethyl)-7-methylquinoxalin-5-yl)benzo[d]Thiazole FC=1C(=CC2=C(N=C(S2)C2=C3N=CC(=NC3=CC(=C2)C)COC)C1OC)F